ClC1=CC=C(C=C1)C=1N=C(SC1)C(C#N)=CC=1C=NC=CC1 2-[4-(4-chlorophenyl)-1,3-thiazol-2-yl]-3-pyridin-3-ylprop-2-enenitrile